D-galactose 6-O-acrylate C(C=C)(=O)OC[C@H]([C@@H]([C@@H]([C@H](C=O)O)O)O)O